N-[(3s,4r)-4-fluoro-3-piperidinyl]carbamic acid tert-butyl ester C(C)(C)(C)OC(N[C@H]1CNCC[C@H]1F)=O